(E)-2-fluoro-N-(2-fluoro-4-(1-((4-(trifluoromethyl)phenoxy)imino)ethyl)phenyl)acrylamide FC(C(=O)NC1=C(C=C(C=C1)/C(/C)=N/OC1=CC=C(C=C1)C(F)(F)F)F)=C